C(C)(C)(C)OC(NC=1C=NC(=C(C1I)F)Cl)=O N-(6-chloro-5-fluoro-4-iodo-3-pyridinyl)carbamic acid tert-butyl ester